OC1=CC=C(C=C1)N(C(=O)C=1C=C(N2CCCCC12)C1=CC2=C(OCO2)C=C1C(=O)N1CC2=CC=CC=C2C[C@H]1CN1CCOCC1)CC1=C(C=CC=C1)C (S)-N-(4-hydroxyphenyl)-N-(2-methylbenzyl)-3-(6-(3-(morpholinomethyl)-1,2,3,4-tetrahydroisoquinoline-2-carbonyl)benzo[d][1,3]dioxol-5-yl)-5,6,7,8-tetrahydroindolizine-1-carboxamide